C(\C=C\C1=CC=C(C=C1)O)(=O)O.N1=C(C=CC=C1)C#N pyridinenitrile 4-coumarate